N-[1,1-dimethyl-2-[(3-methyl-2-pyridinyl)oxy]ethyl]-3-azabicyclo[3.1.0]hexane-6-carboxamide citrate salt C(CC(O)(C(=O)O)CC(=O)O)(=O)O.CC(COC1=NC=CC=C1C)(C)NC(=O)C1C2CNCC12